4-[[4-[[(1S)-2-hydroxy-1-phenyl-ethyl]amino]-5-(5-methyloxazol-2-yl)pyrimidin-2-yl]amino]-N,N,2-trimethyl-benzamide OC[C@H](C1=CC=CC=C1)NC1=NC(=NC=C1C=1OC(=CN1)C)NC1=CC(=C(C(=O)N(C)C)C=C1)C